[Si](C)(C)(C(C)(C)C)OCCS(=O)(=O)CC(CCCC(C(=O)OC(C)(C)C)(C)C1=CC(=CC=C1)I)(C)C tert-Butyl 7-((2-((tert-butyldimethylsilyl)oxy)ethyl)sulfonyl)-2-(3-iodophenyl)-2,6,6-trimethylheptanoate